C(CC)C=1C=CC=C(C)C1 5-propyl-toluene